butyl-bis(2-hydroxyethyl)-octadecyl-ammonium chloride [Cl-].C(CCC)[N+](CCCCCCCCCCCCCCCCCC)(CCO)CCO